1-pentyl-3-methylimidazolium furanate O1C(=CC=C1)C(=O)[O-].C(CCCC)N1C=[N+](C=C1)C